tert-butyl 3-((4-((4-(4-((4-(2-(3-chloro-4-(2-chloroethoxy)-5-cyanophenyl)propan-2-yl)phenoxy)methyl) pyrimidin-2-yl)piperazin-1-yl)methyl)piperidin-1-yl)methyl)azetidine-1-carboxylate ClC=1C=C(C=C(C1OCCCl)C#N)C(C)(C)C1=CC=C(OCC2=NC(=NC=C2)N2CCN(CC2)CC2CCN(CC2)CC2CN(C2)C(=O)OC(C)(C)C)C=C1